C(C)(C)C1=C(C(=CC=C1)C(C)C)N=CC N-(2,6-diisopropylphenyl)ethane-1-imine